ClC1=C(C(=CC2=C1N=C(S2)C=2C=C(C=C1C=C(C=NC21)OC)C)O[C@H]([C@@H](C)N(C(O)=O)C=2C=NC=C(C2)F)C)F.CC2=CC=C(C=C2)S(=O)(=O)NCCC(=C)C 4-methyl-N-(3-methylbut-3-enyl)benzenesulfonamide (2R,3S)-3-((4-chloro-5-fluoro-2-(3-methoxy-6-methylquinolin-8-yl)benzo[d]thiazol-6-yl)oxy)butan-2-yl-(5-fluoropyridin-3-yl)carbamate